N1=NNC2=C1C=C(C=C2)C(=O)O azabenzimidazole-6-carboxylic acid